C1=CC(=O)OC2=CC3=C(C=CO3)C=C21 Furo[2',3':7,6]coumarin